Ethyl (E)-1-(tert-butyl)-3-(2-ethoxyvinyl)-1H-pyrazole-4-carboxylate C(C)(C)(C)N1N=C(C(=C1)C(=O)OCC)\C=C\OCC